(2-((1S,3S,5S)-3-cyano-2-azabicyclo[3.1.0]hex-2-yl)-2-oxoethyl)-6-ethyl-2-methylquinoline-4-carboxamide C(#N)[C@H]1N([C@H]2C[C@H]2C1)C(CC=1C(=NC2=CC=C(C=C2C1C(=O)N)CC)C)=O